ClC=1C=C(C=CC1C(=O)N1CCNCC1)NC(=O)C=1N(C=CN1)C N-(3-chloro-4-(piperazine-1-carbonyl)phenyl)-1-methyl-1H-imidazole-2-carboxamide